O=C1N(CCC(N1)=O)C=1C=C2C=NN(C2=CC1)C1CCN(CC1)C(=O)OC(C)(C)C tert-butyl 4-(5-(2,4-Dioxotetrahydropyrimidin-1(2H)-yl)-1H-indazol-1-yl)piperidine-1-carboxylate